N-(2-amino-4-((3-(4-(trifluoromethyl)phenyl)propyl)amino)phenyl)heptanamide NC1=C(C=CC(=C1)NCCCC1=CC=C(C=C1)C(F)(F)F)NC(CCCCCC)=O